[Br-].CSC.[Cu+] copper (I) dimethyl sulfide bromide